1,2,4-Trifluoro-1-butene FC=C(CCF)F